C1(CC1)C1=NC(=CC(=C1C(=O)NCC1C(CCC1)O)C)N1CCOCC1 2-Cyclopropyl-N-([2-hydroxy-cyclopentyl]-methyl)-4-methyl-6-morpholin-4-yl-pyridine-3-carboxylic acid amide